FC1=C(C(=CC=2SC(=CC21)C(CC(C(=O)O)(C)C)=O)OC)OCCCOC2=C(C1=C(SC(=C1)C(CCS(=O)(=O)O)=O)C=C2OC)F 4-(4-Fluoro-5-(3-((4-fluoro-6-methoxy-2-(3-sulfopropionyl)benzo[b]thiophen-5-yl)oxy)propoxy)-6-methoxybenzo[b]thiophen-2-yl)-2,2-dimethyl-4-oxobutanoic acid